C(C=C)(=O)OC1=CC=C(C[C@H](N)C(=O)O)C=C1 O-acryloyl-L-tyrosine